3,3-Dibutyl-7-(methylthio)-1,1-dioxido-5-phenyl-2,3,4,5-tetrahydro-1,5-benzothiazepin-8-yl triflate O(S(=O)(=O)C(F)(F)F)C1=CC2=C(N(CC(CS2(=O)=O)(CCCC)CCCC)C2=CC=CC=C2)C=C1SC